(2-(2-(4-chlorobenzyl)-5-(3,5-difluorobenzyl)-3-oxo-2,3,4,5,6,7-hexahydro-1H-pyrazolo[4,3-c]pyridin-1-yl)ethyl)-2-(hydroxymethyl)cyclopropane-1-carboxamide ClC1=CC=C(CN2N(C3=C(CN(CC3)CC3=CC(=CC(=C3)F)F)C2=O)CCC2(C(C2)CO)C(=O)N)C=C1